(E)-N-(4-(1-(4-(4-(5-(2-(2,6-dioxopiperidin-3-yl)-1,3-dioxoisoindolin-4-yl)pent-4-yn-1-yl)piperazin-1-yl)benzoyl)piperidin-4-yl)butyl)-3-(pyridin-3-yl)acrylamide O=C1NC(CCC1N1C(C2=CC=CC(=C2C1=O)C#CCCCN1CCN(CC1)C1=CC=C(C(=O)N2CCC(CC2)CCCCNC(\C=C\C=2C=NC=CC2)=O)C=C1)=O)=O